C1=C(C=C(C(=C1[N+](=O)[O-])O)Br)CC(=O)NCCCCCC(=O)O The molecule is an N-acylamino acid that consists of 6-aminohexanoic acid bearing an N-(3-bromo-4-hydroxy-5-nitrophenyl)acetyl substituent. It is a N-acyl-amino acid, an organobromine compound and a member of 2-nitrophenols. It derives from a 6-aminohexanoic acid.